2-(4-carbamimidoylphenyl)-1H-indole-6-carboximidamide C(N)(=N)C1=CC=C(C=C1)C=1NC2=CC(=CC=C2C1)C(N)=N